1,1,1-trifluoro-2-((R or S)-3-(2-(5-fluorothiophen-2-yl)ethyl)-1-(2-(6-methylpyridin-3-yl)propan-2-yl)pyrrolidin-3-yl)propan-2-yl phenylcarbamate C1(=CC=CC=C1)NC(OC(C(F)(F)F)(C)[C@]1(CN(CC1)C(C)(C)C=1C=NC(=CC1)C)CCC=1SC(=CC1)F)=O |o1:15|